tert-butyl 3-(8-bromo-7-hydroxyquinolin-2-yl)azetidine-1-carboxylate BrC=1C(=CC=C2C=CC(=NC12)C1CN(C1)C(=O)OC(C)(C)C)O